3,5-dihydroxyl-phenylacetic acid OC=1C=C(C=C(C1)O)CC(=O)O